BrC1=CC=2C=CC=3N(C2C(C1)=O)C1=C(N3)C=CC=C1 3-Bromobenzo[4,5]imidazo[1,2-a]quinolone